N1(N=CC=C1)C1=C2C=NNC2=C(C=C1)C1=CC=C(N=N1)NC1CC2CCC(C1)N2C(=O)OC(C)(C)C tert-butyl (exo)-3-[(6-[4-(1H-pyrazol-1-yl)-1H-indazol-7-yl]pyridazin-3-yl)amino]8-azabicyclo[3.2.1]octane-8-carboxylate